ClC=1C=CC(=C(C(=O)O)C1)NC1=C(C=NC2=CC=C(C=C12)Cl)C=1COCC1 5-chloro-2-[[6-chloro-3-(2,5-dihydrofuran-3-yl)-4-quinolyl]amino]benzoic acid